(S)-2-(7-fluoro-1-oxo-2-(4-((6-oxo-5-(trifluoromethyl)-1,6-dihydropyridazin-4-yl)amino)pentyl)-1,2-dihydroisoquinolin-6-yl)pyrimidine-5-carbonitrile FC1=C(C=C2C=CN(C(C2=C1)=O)CCC[C@H](C)NC=1C=NNC(C1C(F)(F)F)=O)C1=NC=C(C=N1)C#N